n-butyl alaninate N[C@@H](C)C(=O)OCCCC